1-[4-(methanesulfonamido)phenyl]-9H-pyrido[3,4-b]indole-3-carboxylic acid CS(=O)(=O)NC1=CC=C(C=C1)C1=NC(=CC2=C1NC1=CC=CC=C21)C(=O)O